7,11-dimethyl-3-methylenedodeca-1,6,10-triene CC(=CCCC(C=C)=C)CCC=C(C)C